C[C@]1(CC[C@@H]2[C@H]3CC[C@@]4([C@H](CC[C@H]4[C@@H]3CC[C@@H]2C1)[C@H]1[C@@H](C1)CN1N=C(N=N1)C)C)O (3R,5R,8R,9R,10S,13S,14S,17R)-3,13-dimethyl-17-((1S,2R)-2-((5-methyl-2H-tetrazol-2-yl)methyl)cyclopropyl)hexadecahydro-1H-cyclopenta[a]phenanthren-3-ol